FC(CN1N=NC2=C1C=C(C=C2)C=2C=CN1N=C(N=C(C12)OC)NC1CC(C1)(C(=O)NC)C)F (1s,3s)-3-((5-(1-(2,2-difluoroethyl)-1H-benzo[d][1,2,3]triazol-6-yl)-4-methoxypyrrolo[2,1-f][1,2,4]triazin-2-yl)amino)-N,1-dimethylcyclobutane-1-carboxamide